ClC=1C(=NC(=C(C1)OC)C1=CC2=C(OC(O2)(F)F)C=C1F)C(=O)OC Methyl 3-chloro-5-methoxy-6-(2,2,6-trifluorobenzo[d][1,3]dioxol-5-yl)picolinate